hexafLuorophosphate F[P-](F)(F)(F)(F)F